6-bromo-1-(2-chlorophenyl)-7-(1,1-difluoroethyl)quinazoline-2,4(1H,3H)-dione BrC=1C=C2C(NC(N(C2=CC1C(C)(F)F)C1=C(C=CC=C1)Cl)=O)=O